[Na+].S(=O)(=O)([O-])C=1C=C(C=CC1)N1N=NN=C1S 1-(3-sulfophenyl)-5-mercaptotetrazole sodium salt